Br.Br.NC1=CNC=CC=C1O 3-aminoazepin-4-ol dihydrobromide